6-({3-[(tert-butyldiphenylsilyl)oxy]oxetan-3-yl}methyl)-3,8,10-trifluoro-6H,11H-chromeno[4,3-b]indole [Si](C1=CC=CC=C1)(C1=CC=CC=C1)(C(C)(C)C)OC1(COC1)CC1OC2=CC(=CC=C2C=2NC3=C(C=C(C=C3C21)F)F)F